ClC=1C=NC(=C(C=O)C1)OC 5-CHLORO-2-METHOXYNICOTINALDEHYDE